Diphenyl-2-acryloyloxy-ethyl phosphate P(=O)(OCC(OC(C=C)=O)(C1=CC=CC=C1)C1=CC=CC=C1)([O-])[O-]